N-benzyl-N-((S)-1-phenylethyl)-1-(2H-tetrazol-5-yl)heptan-3-amine C(C1=CC=CC=C1)N(C(CCC=1N=NNN1)CCCC)[C@@H](C)C1=CC=CC=C1